1-[6-chloro-2-[3-(difluoromethoxy)-5-(difluoromethyl)pyrazol-1-yl]-3-pyridyl]ethanone ClC1=CC=C(C(=N1)N1N=C(C=C1C(F)F)OC(F)F)C(C)=O